FC=1C(=NC=CC1)[C@H](C(=O)N1CC2=NN(C=C2C1)S(=O)(=O)C=1C=C2C=CC=NC2=CC1)CO (2S)-2-(3-fluoropyridin-2-yl)-3-hydroxy-1-[2-(quinoline-6-sulfonyl)-2H,4H,5H,6H-pyrrolo[3,4-c]pyrazol-5-yl]propan-1-one